(±)-(1-(4-amino-2-((methylsulfinyl)methyl)phenyl)cyclopropyl)carbamic acid tert-butyl ester C(C)(C)(C)OC(NC1(CC1)C1=C(C=C(C=C1)N)C[S@](=O)C)=O |r|